2-(5-(2-(1H-Tetrazol-5-yl)phenyl)isoindolin-2-yl)-5-ethyl-1,3,4-oxadiazole N1N=NN=C1C1=C(C=CC=C1)C=1C=C2CN(CC2=CC1)C=1OC(=NN1)CC